NN1CCOCC1 N-aminomorpholine